C(#N)C1=CC=C(C=C1)C1=CC=C(C=C1)OCC1(CN(CC1)C(C1=CC=C(C=C1)OC)=O)C(=O)NS(=O)(=O)C1CC1 3-[({4'-cyano-[1,1'-biphenyl]-4-yl}oxy)methyl]-N-(cyclopropanesulfonyl)-1-(4-methoxybenzoyl)pyrrolidine-3-carboxamide